N-cyclohexylaminomethyldimethoxymethylsilane C1(CCCCC1)NC[SiH2]C(OC)OC